C1(=NC=CC2=CC=CC=C12)C(=O)NCC1=NOC(C1C)C(=O)OC methyl 3-((isoquinoline-1-carboxamido)methyl)-4-methyl-4,5-dihydroisoxazole-5-carboxylate